(4S,5R)-4,5-epoxy-tridec-1-yne C#CC[C@H]1[C@@H](CCCCCCCC)O1